(S)-1-Boc-3-methanesulfonyloxy-pyrrolidine C(=O)(OC(C)(C)C)N1C[C@H](CC1)OS(=O)(=O)C